CC1(N(CCC1)C1=CC2=C(C(=N1)CO)CNC2=O)C 6-(2,2-Dimethylpyrrolidin-1-yl)-4-(hydroxymethyl)-2,3-dihydro-1H-pyrrolo[3,4-c]pyridin-1-one